3-(3-((2-((2-(methyl(2-(pyrrolidin-1-yl)ethyl)amino)oxazol-4-yl)amino)-5-(trifluoromethyl)pyrimidin-4-yl)amino)propyl)-1,3-oxazinan-2-one CN(C=1OC=C(N1)NC1=NC=C(C(=N1)NCCCN1C(OCCC1)=O)C(F)(F)F)CCN1CCCC1